CN1N=CC=2C1=NC(=CC2N2CCC(CC2)C2=CC=C(C=C2)N2CCNCC2)C 1,6-dimethyl-4-[4-(4-piperazin-1-ylphenyl)-1-piperidyl]pyrazolo[3,4-b]pyridine